2,6-dichloro-3-((R)-9-((S*)-1-(4-(difluoromethoxy)phenyl)ethyl)-3-methyl-10-oxo-1,2,3,4,7,8,9,10-octahydropyrido[4',3':3,4]pyrazolo[1,5-a]pyrazine-2-carbonyl)benzonitrile ClC1=C(C#N)C(=CC=C1C(=O)N1CC=2C(=NN3C2C(N(CC3)[C@@H](C)C3=CC=C(C=C3)OC(F)F)=O)C[C@H]1C)Cl |o1:22|